(4z,7z)-decadienal C(C=C\C=C/CCCCC)=O